C(C)(C)(C)OC(=O)N1[C@@H](CC[C@@H](C1)OS(=O)(=O)C1=CC=C(C=C1)[N+](=O)[O-])C(=O)OC methyl (2S,5S)-1-(tert-butyloxycarbonyl)-5-(p-nitrobenzenesulfonyloxy)-piperidine-2-carboxylate